ClC1=C(C=CC(=C1)NC(=O)[C@@H]1[C@H]2CC[C@@H]([C@@H]1C1=CC=NC=C1)O2)C2=CC=CC=C2 (1R,2S,3S,4S)-N-(2-Chloro-[1,1'-biphenyl]-4-yl)-3-(pyridin-4-yl)-7-oxabicyclo[2.2.1]heptan-2-carboxamid